2,7-bis(2-trifluoromethylphenyl)-9,9-bis(4-hydroxyphenyl)fluorene FC(C1=C(C=CC=C1)C1=CC=2C(C3=CC(=CC=C3C2C=C1)C1=C(C=CC=C1)C(F)(F)F)(C1=CC=C(C=C1)O)C1=CC=C(C=C1)O)(F)F